2-(4-acetylphenyl)-7,7-dimethyl-1,3-dioxo-2,3,5,12b-tetrahydro-1H,7H-chromeno[4,3-c][1,2,4]triazolo[1,2-a]pyridazin-10-yl (4-nitrobenzyl) carbonate C(OC=1C=CC2=C(C1)OC(C=1C2N2N(CC1)C(N(C2=O)C2=CC=C(C=C2)C(C)=O)=O)(C)C)(OCC2=CC=C(C=C2)[N+](=O)[O-])=O